C(CCC)C(CCOC)OC butyl-1,3-dimethoxypropane